C[C@]12CC[C@H]3[C@H]([C@@H]1CC[C@@H]2C(=O)NC(C)(C)C)CC[C@@H]4[C@@]3(C=CC(=O)N4)C The molecule is an aza-steroid that is a synthetic drug for the treatment of benign prostatic hyperplasia. It has a role as an androgen antagonist, an EC 1.3.1.22 [3-oxo-5alpha-steroid 4-dehydrogenase (NADP(+))] inhibitor and an antihyperplasia drug. It is an aza-steroid, a 3-oxo steroid and a delta-lactam. It derives from a hydride of a 5alpha-androstane.